5-ethylnaphthalene-2-ol trifluoroacetate FC(C(=O)O)(F)F.C(C)C1=C2C=CC(=CC2=CC=C1)O